FC(C)(C)C1=NC=CC(=N1)NC=1C=C2C(=CN=C(C2=CN1)OC)C(C)O 1-(6-((2-(2-fluoropropan-2-yl)pyrimidin-4-yl)amino)-1-methoxy-2,7-naphthyridin-4-yl)ethan-1-ol